C(C1=CC=C(C=C1)C(C(C)(C)O)=O)C1=CC=C(C=C1)C(C(C)(O)C)=O 1'-[methylenebis(4,1-phenylene)]bis(2-hydroxy-2-methyl-1-propanone)